N,N-diisopropylisopropylamine C(C)(C)N(C(C)C)C(C)C